(1R,2R)-2-fluoro-N-(4-(6-((R)-1-hydroxypropyl)-4-methylpyridin-3-yl)oxazolo[5,4-f]isoquinolin-8-yl)cyclopropane-1-carboxamide F[C@H]1[C@H](C1)C(=O)NC=1N=CC2=CC(=C3C(=C2C1)OC=N3)C=3C=NC(=CC3C)[C@@H](CC)O